OC1=C(N2C(C3=C(C=CC=C13)OC1=CC=C(C=C1)OC)=NC=N2)C(=O)NCC(=O)O (6-hydroxy-10-(4-methoxyphenoxy)-[1,2,4]triazolo[5,1-a]isoquinoline-5-carbonyl)glycine